N-(1,10-phenanthroline-2-yl)-N-(2-(pyridine-2-yl)ethyl)-1,10-phenanthroline-2-amine N1=C(C=CC2=CC=C3C=CC=NC3=C12)N(C1=NC2=C3N=CC=CC3=CC=C2C=C1)CCC1=NC=CC=C1